FC(C=1C=C(C(=O)OC)C=C(C1)C1C(C1)C(F)(F)F)(F)F methyl 3-(trifluoromethyl)-5-[2-(trifluoromethyl)cyclopropyl]benzoate